3-chloro-4-(oxazol-5-yl)aniline ClC=1C=C(N)C=CC1C1=CN=CO1